5-fluoro-1H-pyrrolo[2,3-b]pyridine-4-carboxylic acid FC1=C(C2=C(N=C1)NC=C2)C(=O)O